tert-butyl 5-oxo-2-azaspiro[5.5]undecane-2-carboxylate O=C1CCN(CC12CCCCC2)C(=O)OC(C)(C)C